C(=O)(O)C1=CC=C(C=C1)CCN(C1C=2C=CC(=NC2CCC1)C(=O)O)CCC1=C(C=CC=C1)OCC1=C(C=C(C=C1)C1=CC=C(C=C1)C(F)(F)F)Cl 5-{[2-(4-carboxy-phenyl)ethyl][2-(2-{[3-chloro-4'-(trifluoromethyl)biphenyl-4-yl]methoxy}phenyl)ethyl]amino}-5,6,7,8-tetrahydroquinoline-2-carboxylic acid